2-((S)-3-(((R)-1,1-difluoro-6-(5,6,7,8-tetrahydro-1,8-naphthyridin-2-yl)hexan-2-yl)(methyl)amino)pyrrolidin-1-yl)-2-(3-fluoro-5-isopropyl-2-methoxyphenyl)acetic acid FC([C@@H](CCCCC1=NC=2NCCCC2C=C1)N([C@@H]1CN(CC1)C(C(=O)O)C1=C(C(=CC(=C1)C(C)C)F)OC)C)F